ClC1=C(C(=O)NC2CCC(CC2)CN2C(N(C3=C2C=CC=C3)C=3C=NC(=CC3)C)=O)C=C(C=C1)Cl 2,5-dichloro-N-((1r,4r)-4-((3-(6-methylpyridin-3-yl)-2-oxo-2,3-dihydro-1H-benzo[d]imidazol-1-yl)methyl)cyclohexyl)benzamide